C1(CC1)N1C=C(C2=CC=CC=C12)C1=NC(=NC=C1)NC1=C(C=C(C=C1)N1CCN(CC1)C1CCNCC1)OC (8E)-4-(1-cyclopropyl-1H-indol-3-yl)-N-(2-methoxy-4-(4-(piperidin-4-yl)piperazin-1-yl)phenyl)pyrimidin-2-amine